ClC1=C(C[C@@H]2NOCC2)C=CC=C1F (S)-3-(2-chloro-3-fluorobenzyl)isoxazolidine